COC(=O)C1N(CCCC1C(=O)OC)C(C)=O (E)-N-acetyl-piperidine-2,3-dicarboxylic acid dimethyl ester